COC(=O)C1=CC=C2CCN[C@H](C2=C1)C1=CC=C(C=C1)F (S)-1-(4-fluorophenyl)-1,2,3,4-tetrahydroisoquinoline-7-carboxylic acid methyl ester